CC1=CC(=CC=C1)C 1,3-dimethylbenzene